C(#N)C=1C=C(C(=O)O)C=CC1N(C)C1=CC(=CC(=C1)C1CCCCC1)C1CCCCC1 3-cyano-4-((3,5-dicyclohexylphenyl)(methyl)amino)benzoic acid